C(C=C)(=O)N1C[C@@H](CC1)C1=NN(C=2C(=NNC(C21)=O)N)C2=CC=C(C=C2)OC2=C(C=CC=C2F)F (R)-3-(1-acryloylpyrrolidin-3-yl)-7-amino-1-(4-(2,6-difluorophenoxy)phenyl)-1,5-dihydro-4H-pyrazolo[3,4-d]pyridazin-4-one